2-((5-Bromo-3-nitropyridin-2-yl)oxy)-N-(2-fluoroethyl)ethan-1-amine BrC=1C=C(C(=NC1)OCCNCCF)[N+](=O)[O-]